2-Methyl-2-phenylbenzo[d][1,3]dioxolan-5-amine CC1(OC2=C(O1)C=CC(=C2)N)C2=CC=CC=C2